tert-Butyl N-[5-chloro-2-(7-fluoro-1-tetrahydropyran-2-yl-indazole-4-carbonyl)-3-pyridyl]carbamate ClC=1C=C(C(=NC1)C(=O)C=1C=2C=NN(C2C(=CC1)F)C1OCCCC1)NC(OC(C)(C)C)=O